8-methyl-3-(p-tolyl)-1,4,8-triazaspiro[4.5]decan-1,3-dien CN1CCC2(N=C(C=N2)C2=CC=C(C=C2)C)CC1